3-methyl-5-phenoxy-N-phenylpentanamide CC(CC(=O)NC1=CC=CC=C1)CCOC1=CC=CC=C1